CC(C(C1=CC=CC=C1)C1=NOC(=N1)C1=CC2=C(N(N=N2)C(C)C)C=C1)C 5-[3-(2-methyl-1-phenyl-propyl)-1,2,4-oxadiazol-5-yl]-1-(propan-2-yl)-1H-1,2,3-benzotriazole